Tert-butyl (5-amino-6-chloro-4-methyl-2,3-dihydro-1H-inden-2-yl)carbamate NC=1C(=C2CC(CC2=CC1Cl)NC(OC(C)(C)C)=O)C